1-(2-methylallyl)-4-(trifluoromethyl)benzene methyl-N-[5-[8-chloro-6-[(4-fluorophenyl)-methyl-carbamoyl]imidazo[1,2-a]pyridin-3-yl]-2-pyridyl]carbamate COC(NC1=NC=C(C=C1)C1=CN=C2N1C=C(C=C2Cl)C(N(C)C2=CC=C(C=C2)F)=O)=O.CC(CC2=CC=C(C=C2)C(F)(F)F)=C